OC=1C=C2CC[C@@H]([C@@H](C2=CC1)C1=CC=C(OCCCCCNCC2=CC=C(OCC=3SC=C4C3CN(C4=O)C4C(NC(CC4)=O)=O)C=C2)C=C1)C1=CC=CC=C1 3-(1-((4-(((5-(4-((1R,2S)-6-Hydroxy-2-phenyl-1,2,3,4-tetrahydronaphthalen-1-yl)-phenoxy)pentyl)amino)methyl)phenoxy)methyl)-4-oxo-4H-thieno[3,4-c]pyrrol-5(6H)-yl)-piperidine-2,6-dione